7-methoxy-N-methylindole COC=1C=CC=C2C=CN(C12)C